(+-)-3-((2-(trifluoromethyl)phenoxy)methyl)pyrrolidine-1-carboxylic acid FC(C1=C(OC[C@H]2CN(CC2)C(=O)O)C=CC=C1)(F)F |r|